ClC1=NN(C=C1)C(C)C chloro-1-isopropyl-1H-pyrazole